NC=1C(=NC=CC1)C=NNC(=S)N 3-aminopyridine-2-carboxaldehyde thiosemicarbazone